BrC1=C(C=C(C=C1)NC(=N)N)Cl 1-(4-bromo-3-chlorophenyl)guanidine